2,6-Difluoro-3-(1-methyl-6-(2-oxa-6-azaspiro[3.3]heptan-6-yl)-1H-pyrazolo[4,3-c]pyridin-3-yl)-5-(trifluoromethyl)phenol FC1=C(C(=C(C=C1C1=NN(C2=C1C=NC(=C2)N2CC1(COC1)C2)C)C(F)(F)F)F)O